CC(CCCCCCCCCCC=O)C 12-methyltridecanal